(rac)-(1R,5S,6R)-1-methyl-6-(4-methyl-3-(trifluoromethoxy)phenyl)-3-azaBicyclo[3.1.0]Hexane C[C@@]12CNC[C@H]2[C@@H]1C1=CC(=C(C=C1)C)OC(F)(F)F |r|